4-(3-methylphenyl)-2-butanone CC=1C=C(C=CC1)CCC(C)=O